(2S)-2-amino-3-[6-(oxacyclohex-4-yl)pyridin-3-yl]propionic acid N[C@H](C(=O)O)CC=1C=NC(=CC1)C1CCOCC1